N(C1=C(C(=C(C(=C1[2H])[2H])C[2H])[2H])[2H])([2H])[2H] Para-toluidine-d7